4-(4-Ethylthiazol-2-yl)piperazine-1-carboxylic acid tert-butyl ester C(C)(C)(C)OC(=O)N1CCN(CC1)C=1SC=C(N1)CC